ClC=1C=C(C=CC1)/C=C/C(=O)NCCNC(\C=C\C1=C(C=C(C=C1)O)O)=O (E)-3-(3-chlorophenyl)-N-[2-((E)-3-(2,4-dihydroxyphenyl)acrylamido)ethyl]acrylamide